methylsulfonyl-[3-[(1R)-3-(4-fluoro-1-piperidyl)-1-[[(6S)-6-tert-butyl-5,6,7,8-tetrahydrothieno[2,3-b]quinoline-2-carbonyl]amino]propyl]phenyl]azanide CS(=O)(=O)[N-]C1=CC(=CC=C1)[C@@H](CCN1CCC(CC1)F)NC(=O)C1=CC=2C(=NC=3CC[C@@H](CC3C2)C(C)(C)C)S1